(S)-N-(4-fluorophenyl)-2-(3-((3-(trifluoromethyl)benzyl)amino)bicyclo[1.1.1]pentan-1-yl)propanamide FC1=CC=C(C=C1)NC([C@@H](C)C12CC(C1)(C2)NCC2=CC(=CC=C2)C(F)(F)F)=O